C1=C(C=CC2=CC=CC=C12)NC1(N2C(C=3C=CC=CC3C1)=C1C=CC=CC1=N2)C(F)(F)F N-(Naphthalen-2-yl)-6-(trifluoromethyl)-5,6-dihydroindazolo[3,2-a]isoquinolin-6-amine